1-(((2R,3S)-2-(2,4-difluorophenyl)-3-methyloxiran-2-yl)methyl)-1H-1,2,4-triazole FC1=C(C=CC(=C1)F)[C@@]1(O[C@H]1C)CN1N=CN=C1